BrC1=C(C=NN(C1=O)C)N[C@@H]1C[C@@H](CN(C1)C)C1=CC=C(C(=O)N2CCN(CC2)C=2C=C3C(N(C(C3=CC2F)=O)C2C(NC(CC2)=O)=O)=O)C=C1 5-(4-(4-((3R,5R)-5-((5-bromo-1-methyl-6-oxo-1,6-dihydropyridazin-4-yl)amino)-1-methylpiperidin-3-yl)benzoyl)piperazin-1-yl)-2-(2,6-dioxopiperidin-3-yl)-6-fluoroisoindoline-1,3-dione